1-AMINODIBENZOFURANE NC1=CC=CC=2OC3=C(C21)C=CC=C3